gamma-propylmethacrylate CCCOC(C(=C)C)=O